C[Si]1(CCN(CC1)C1=CC=C(C(=N1)C)NC1CC2(CC(C2)C(=O)N)C1)C 6-((6-(4,4-dimethyl-1,4-azasilinan-1-yl)-2-methylpyridin-3-yl)amino)spiro[3.3]heptane-2-carboxamide